(4-cyclopropyl-1H-imidazol-1-yl)-2-fluoro-N-(6-(4-isopropyl-4H-1,2,4-triazol-3-yl)pyridin-2-yl)-4-methylbenzamide C1(CC1)C=1N=CN(C1)C=1C(=C(C(=O)NC2=NC(=CC=C2)C2=NN=CN2C(C)C)C=CC1C)F